CC1=CC=C2C(=N1)N(C=C2B2OC(C(O2)(C)C)(C)C)S(=O)(=O)C2=CC=C(C)C=C2 6-Methyl-3-(4,4,5,5-tetramethyl-1,3,2-dioxaborolan-2-yl)-1-tosyl-1H-pyrrolo[2,3-b]pyridine